3-(5,5'-diallyl-2,2'-dihydroxy-[1,1'-biphenyl]-3-yl)-1-(2-fluorophenyl)prop-2-en-1-one C(C=C)C=1C=C(C(=C(C1)C1=C(C=CC(=C1)CC=C)O)O)C=CC(=O)C1=C(C=CC=C1)F